3,4-dimethoxyphenylacetyl chloride COC=1C=C(C=CC1OC)CC(=O)Cl